(S)-1-(((R)-tert-butylsulfinyl)amino)-5-chloro-1,3-dihydrospiro[indene-2,4'-piperidine]-1'-carboxylic acid tert-butyl ester C(C)(C)(C)OC(=O)N1CCC2(CC1)[C@@H](C1=CC=C(C=C1C2)Cl)N[S@](=O)C(C)(C)C